1-(4-cyanophenyl)-3-(4-((5,5-dimethyl-2,4-dioxo-3-(4-((trifluoromethyl)thio)phenyl)imidazolidin-1-yl)methyl)pyridin-2-yl)urea C(#N)C1=CC=C(C=C1)NC(=O)NC1=NC=CC(=C1)CN1C(N(C(C1(C)C)=O)C1=CC=C(C=C1)SC(F)(F)F)=O